(E)-(4-amino-3,5-difluorophenyl)(8-(4-amino-6-(difluoromethyl)-2-(methoxymethyl)-1-methyl-1H-benzo[d]imidazol-5-yl)-1-(2-ethoxyvinyl)indolizin-3-yl)methanone NC1=C(C=C(C=C1F)C(=O)C1=CC(=C2C(=CC=CN12)C1=C(C2=C(N(C(=N2)COC)C)C=C1C(F)F)N)\C=C\OCC)F